4-((4-(4-chlorophenyl)piperazin-1-yl)methyl)-3-(trifluoromethyl)aniline ClC1=CC=C(C=C1)N1CCN(CC1)CC1=C(C=C(N)C=C1)C(F)(F)F